COC=1C=C(C=CC1)N1CCN(CC1)C(=O)OC(C)(C)C tert-Butyl 4-(3-methoxyphenyl)piperazine-1-carboxylate